5-ethylnaphthalene-2-ol trihydrochloride Salt Cl.Cl.Cl.C(C)C1=C2C=CC(=CC2=CC=C1)O